C(=O)C=1C(=C(NC1C)C)C(=O)O 4-FORMYL-2,5-DIMETHYL-1H-PYRROLE-3-CARBOXYLIC ACID